O=C1NC(CCC1N1C(N(C2=C1C=CC(=C2)C#CCN2CC1(C2)CN(CC1)C(=O)C1CCC(CC1)NC(OC(C)(C)C)=O)C)=O)=O Tert-butyl ((1r,4r)-4-(2-(3-(1-(2,6-dioxopiperidin-3-yl)-3-methyl-2-oxo-2,3-dihydro-1H-benzo[d]imidazol-5-yl)prop-2-yn-1-yl)-2,6-diazaspiro[3.4]octane-6-carbonyl)cyclohexyl)carbamate